CC1=C(C=C(C=C1)[C@@H]1NC[C@H](CC1)C)O |r| rac-2-methyl-5-((2R,5S)-5-methylpiperidin-2-yl)Phenol